N-((6-(4-fluoro-1H-pyrazol-1-yl)pyridin-3-yl)methyl)-3-(4,4,5,5-tetramethyl-1,3,2-dioxaborolan-2-yl)-1H-pyrrole-1-carboxamide FC=1C=NN(C1)C1=CC=C(C=N1)CNC(=O)N1C=C(C=C1)B1OC(C(O1)(C)C)(C)C